C(C1=CC=CC=C1)OC1=NN(C=C1)C1=NC(=C(C(=O)NS(=O)(=O)C=2C(=NN(C2)C)C)C=C1)N1C(C[C@@H](C1)C)(C)C (S)-6-(3-(benzyloxy)-1H-pyrazol-1-yl)-N-((1,3-dimethyl-1H-pyrazol-4-yl)sulfonyl)-2-(2,2,4-trimethylpyrrolidin-1-yl)nicotinamide